ClC1=C(C(=O)NCCN2C=NC3=C2C=CC(=C3)C3=NOC(=N3)CCC3CCCC3)C=CC=C1 2-chloro-N-(2-(5-(5-(2-cyclopentylethyl)-1,2,4-oxadiazol-3-yl)-1H-benzo[d]imidazol-1-yl)ethyl)benzamide